N4-[2-[6-(difluoromethyl)-5-fluoro-2-pyridyl]pyrimidin-4-yl]-N2-(4-morpholinophenyl)pyrimidine-2,4-diamine FC(C1=C(C=CC(=N1)C1=NC=CC(=N1)NC1=NC(=NC=C1)NC1=CC=C(C=C1)N1CCOCC1)F)F